tert-butyl (3S,4R)-3-fluoro-4-((4-hydroxy-5-(imidazo[1,2-a]pyrimidin-6-yl)pyrrolo[2,1-f][1,2,4]triazin-2-yl)amino)pyrrolidine-1-carboxylate F[C@H]1CN(C[C@H]1NC1=NN2C(C(=N1)O)=C(C=C2)C=2C=NC=1N(C2)C=CN1)C(=O)OC(C)(C)C